C(C)(C)(C)OC(=O)N1CC(C2=C1C=NC=1N2N=C(C1)OC(F)F)(C(F)(F)F)C 2-(Difluoromethoxy)-8-methyl-8-(trifluoromethyl)-7,8-dihydro-6H-pyrazolo[1,5-a]pyrrolo[2,3-e]pyrimidine-6-carboxylic acid tert-butyl ester